(3S,4R)-3,4-dihydroxyhexadecanoic acid O[C@@H](CC(=O)O)[C@@H](CCCCCCCCCCCC)O